ClC1=C(C=C(OCC(=O)NC23CC(C2)(C3)C=3OC(=NN3)OC=3C=NC=C(C3)C(F)(F)F)C=C1)F 2-(4-chloro-3-fluorophenoxy)-N-[3-(5-{[5-(trifluoromethyl)pyridin-3-yl]oxy}-1,3,4-oxadiazol-2-yl)bicyclo[1.1.1]pentan-1-yl]acetamide